C(=O)C1=CC(=NC=C1)C1=CC(=C2C=CC3=C(C=C(C4=CC=C1C2=C34)C3=NC=CC(=C3)C=O)C3=NC=CC(=C3)C=O)C3=NC=CC(=C3)C=O 1,3,6,8-tetra-(4-formylpyridyl)-pyrene